5-(N-ethyl-N-(2,2,2-trifluoro-1-(4-fluorophenyl)ethyl)sulfamoyl)thiophene C(C)N(S(=O)(=O)C1=CC=CS1)C(C(F)(F)F)C1=CC=C(C=C1)F